3-(chlorodifluoromethyl)-5-fluoro-1-methyl-1H-pyrazole-4-carboxylic acid methylester COC(=O)C=1C(=NN(C1F)C)C(F)(F)Cl